(2S)-2-[9H-fluoren-9-ylmethoxycarbonyl(methyl)amino]-4-pyridin-4-ylbutanoic acid C1=CC=CC=2C3=CC=CC=C3C(C12)COC(=O)N([C@H](C(=O)O)CCC1=CC=NC=C1)C